(S)-8-(3-cyano-3-methylazetidin-1-yl)-2-((2-hydroxypropyl)amino)-3-((1-methyl-1H-pyrazol-4-yl)methyl)-N-(1-methylcyclopropyl)-4-oxo-3,4-dihydroquinazoline-6-sulfonamide C(#N)C1(CN(C1)C=1C=C(C=C2C(N(C(=NC12)NC[C@H](C)O)CC=1C=NN(C1)C)=O)S(=O)(=O)NC1(CC1)C)C